C(=O)(OC(C)(C)C)N[C@@H](CCS)C(=O)O Boc-homocysteine